4-(aminomethyl)-6-(1-methyl-5-(5-methyl-1-oxo-2,3-dihydro-1H-isoindol-2-yl)-1H-pyrazol-4-yl)phthalazin-1(2H)-one NCC1=NNC(C2=CC=C(C=C12)C=1C=NN(C1N1C(C2=CC=C(C=C2C1)C)=O)C)=O